C(C1=CC=CC=C1)OC(=O)N[C@@H](C(C1CC1)C1CC1)C=1N=C2N(N=C(C=C2)CC2(C(NCC(C2)(F)F)=O)C(=O)OC)C1 methyl 3-((2-((S)-1-(((benzyloxy)carbonyl)amino)-2,2-dicyclopropylethyl)imidazo[1,2-b]pyridazin-6-yl)methyl)-5,5-difluoro-2-oxopiperidine-3-carboxylate